N-(2-ethylbutyl)(3,3-dimethylbutyl)dodecane-1,12-diamine C(C)C(CNC(CCCCCCCCCCCN)CCC(C)(C)C)CC